2-(5-(ethoxy)-3-(2,3-difluorophenyl)thiophen-2-yl)benzoic acid C(C)OC1=CC(=C(S1)C1=C(C(=O)O)C=CC=C1)C1=C(C(=CC=C1)F)F